C(CC1=CNC=N1)C(=O)O desamino-histidin